N-Ethyl-N-[(E)-(1-Hydroxy-3H-2,1-benzoxaborol-5-yl)methylenamino]-7-methyl-pyrrolo[2,3-d]pyrimidin-4-amin C(C)N(C=1C2=C(N=CN1)N(C=C2)C)/N=C/C=2C=CC1=C(COB1O)C2